C(CCC)O[Si](OC(C)=O)(OC(C)=O)OCCCC di-butoxydiacetoxysilane